NC=1C=CC2=C(N(C(N2C)=O)CC2CNC(O2)=O)C1 5-[(6-amino-3-methyl-2-oxo-benzimidazol-1-yl)methyl]oxazolidin-2-one